4-[(E)-3-Oxo-3-(4-pentoxyphenyl)prop-1-enyl]benzoic acid O=C(/C=C/C1=CC=C(C(=O)O)C=C1)C1=CC=C(C=C1)OCCCCC